S1C(=NC=C1)C(=O)C1CCNCC1 4-(thiazole-2-carbonyl)piperidine